C(#C)C1=CC(N(C=2N=C(N=CC21)NC2=CC=C(C=C2)N2CCN(CC2)C)C)=O 5-ethynyl-8-methyl-2-((4-(4-methylpiperazin-1-yl)phenyl)amino)pyrido[2,3-d]pyrimidin-7(8H)-one